9,9',9''-(4-(tert-butyl)-5-(4-(2,7-dimethyl-9H-carbazol-9-yl)phenyl)pyridine-2,3,6-triyl)tris(9H-carbazole) C(C)(C)(C)C1=C(C(=NC(=C1C1=CC=C(C=C1)N1C2=CC(=CC=C2C=2C=CC(=CC12)C)C)N1C2=CC=CC=C2C=2C=CC=CC12)N1C2=CC=CC=C2C=2C=CC=CC12)N1C2=CC=CC=C2C=2C=CC=CC12